ethyl 1-(5-(6-ethoxy-1H-pyrazolo[3',4':3,4]pyrazolo[1,5-a]pyridin-4-yl)pyridin-2-yl)-4-(((6-methoxypyridin-3-yl)methyl)amino)piperidine-4-carboxylate C(C)OC=1C=C(C=2N(C1)N=C1C2C=NN1)C=1C=CC(=NC1)N1CCC(CC1)(C(=O)OCC)NCC=1C=NC(=CC1)OC